C1(CC1)C1=C(NC2=CC=C(C=C12)C1CCN(CC1)CC(C)(O)C)C1=CC(=NC(=C1)C)C 1-(4-(3-cyclopropyl-2-(2,6-dimethylpyridin-4-yl)-1H-indol-5-yl)piperidin-1-yl)-2-methylpropan-2-ol